N-(benzyloxy)-8-((4-(4-chlorophenoxy)-3,5-difluorophenyl)-sulfonyl)-3-isonicotinoyl-3,8-diazabicyclo[3.2.1]octane-1-carboxamide C(C1=CC=CC=C1)ONC(=O)C12CN(CC(CC1)N2S(=O)(=O)C2=CC(=C(C(=C2)F)OC2=CC=C(C=C2)Cl)F)C(C2=CC=NC=C2)=O